CC=1C=C(C=CC1Cl)O 3-methyl-4-chlorophenol